6-bromo-2-((4,4-dimethylpiperidin-1-yl)methyl)-1H-indole BrC1=CC=C2C=C(NC2=C1)CN1CCC(CC1)(C)C